C[C@@H]1[C@H](NCC1)C(=O)N[C@H](C(=O)OCC)CCCCCCCC1=NC=2NCCCC2C=C1 ethyl (S)-2-((2S,3S)-3-methylpyrrolidine-2-carboxamido)-9-(5,6,7,8-tetrahydro-1,8-naphthyridin-2-yl)nonanoate